(R)-2-amino-5-(4-chlorophenyl)-4-oxo-4,5-dihydrofuran-3-yl-5-d butane-1-sulfonate C(CCC)S(=O)(=O)OC1=C(O[C@](C1=O)([2H])C1=CC=C(C=C1)Cl)N